(S)-5-chloro-4-(2,3-difluorophenyl)-N-(8-fluoro-5-(4-methoxybenzyl)-4-oxo-2,3,4,5-tetrahydropyrido[3,2-b][1,4]oxazepin-3-yl)pyrimidine-2-carboxamide ClC=1C(=NC(=NC1)C(=O)N[C@@H]1C(N(C2=C(OC1)C=C(C=N2)F)CC2=CC=C(C=C2)OC)=O)C2=C(C(=CC=C2)F)F